1-(3-pyridyl)-1,3-butadiene N1=CC(=CC=C1)C=CC=C